CS(=O)(=O)N1CC2C(C1)CC(=C2)C2=CC=CC=C2 2-(methylsulfonyl)-5-phenyl-2,3,4,6a-tetrahydrocyclopenta[c]pyrrol